ClCC(=O)NC1=C(C=CC(=C1)C)CC1=CC=C(C=C1)F 2-chloro-N-(2-(4-fluorobenzyl)-5-methylphenyl)acetamide